N(=[N+]=[N-])CCCCCCCCCCCCOCCOCCOCCOCCOCCOCC 1-azido-13,16,19,22,25,28-hexaoxatriacontane